FC(C1=NC(=CC(=N1)NC1=NC=C(C(=C1)OC)C=1C=NN(C1)C1COC1)N)F 2-(difluoromethyl)-N4-(4-methoxy-5-(1-(oxetan-3-yl)-1H-pyrazol-4-yl)pyridin-2-yl)pyrimidine-4,6-diamine